N-((1-(5,6-diphenylpyrazin-2-yl)piperidin-4-yl)methyl)pivalamide Methyl-(S)-4-(1-(methoxymethyl)cyclohexane-1-carbonyl)-3-methyl-2,3,4,5-tetrahydrobenzo[f][1,4]oxazepine-8-carboxylate COC(=O)C1=CC2=C(CN([C@H](CO2)C)C(=O)C2(CCCCC2)COC)C=C1.C1(=CC=CC=C1)C=1N=CC(=NC1C1=CC=CC=C1)N1CCC(CC1)CNC(C(C)(C)C)=O